CC(C)(C)OC(=O)CC[C@@H](C(=O)OC(C)(C)C)NC(=O)N[C@@H](CCCCNC(=O)[C@H](CC1=CC2=CC=CC=C2C=C1)NC(=O)C3CCC(CC3)CN)C(=O)OC(C)(C)C di-tert-butyl (((S)-6-((S)-2-((1r,4S)-4-(aminomethyl)cyclohexane-1-carboxamido)-3-(naphthalen-2-yl)propanamido)-1-(tert-butoxy)-1-oxohexan-2-yl)carbamoyl)-L-glutamate